Ethyl-5-(2-(trifluoromethoxy)phenyl)-2-(4-(trifluoromethyl)phenyl)Azole-4-carboxamide C(C)C1=C(NC(=C1C(=O)N)C1=C(C=CC=C1)OC(F)(F)F)C1=CC=C(C=C1)C(F)(F)F